(S)-isoindoline-1-carboxylic acid benzyl ester 2,2,2-trifluoroacetate salt FC(C(=O)O)(F)F.C(C1=CC=CC=C1)OC(=O)[C@H]1NCC2=CC=CC=C12